O\N=C(\CC1=CC=CC=C1)/N (Z)-N'-hydroxy-2-phenylacetamidine